trans-3-((tert-butyldiphenylsilyl)oxy)cyclopentan-1-ol [Si](C1=CC=CC=C1)(C1=CC=CC=C1)(C(C)(C)C)O[C@@H]1C[C@H](CC1)O